ClC=1N=CNC(C1C1(CC1)C(=O)O)=O 1-(4-chloro-6-oxo-1,6-dihydropyrimidin-5-yl)cyclopropane-1-carboxylic acid